[Si](C1=CC=CC=C1)(C1=CC=CC=C1)(C(C)(C)C)OCC1=C[C@H]([C@H]2[C@@H]1OC(O2)(C)C)N2C=CC1=C2N=CN=C1Cl 7-((3aS,4R,6aR)-6-(((tert-butyldiphenylsilyl)oxy)methyl)-2,2-dimethyl-3a,6a-dihydro-4H-cyclopenta[d][1,3]dioxol-4-yl)-4-chloro-7H-pyrrolo[2,3-d]pyrimidine